4-(5-(4-chlorophenyl)-1-(2-(trifluoromethyl)phenyl)-1H-pyrrol-2-yl)benzonitrile ClC1=CC=C(C=C1)C1=CC=C(N1C1=C(C=CC=C1)C(F)(F)F)C1=CC=C(C#N)C=C1